COC=1C=C(C=CC1)C=1C=C2CCC([C@H](C2=CC1)NC(O[C@@H]1CN2CCC1CC2)=O)(C)C (S)-quinuclidin-3-yl ((R)-6-(3-methoxyphenyl)-2,2-dimethyl-1,2,3,4-tetrahydronaphthalen-1-yl)carbamate